3-amino-9-methyl-9H-pyrido[2,3-b]indole-2-carboxylic acid ethyl ester C(C)OC(=O)C=1C(=CC2=C(N(C3=CC=CC=C23)C)N1)N